ClC=1C2=C(N=CN1)N=C(C=C2)OC 4-chloro-7-methoxy-pyrido[2,3-d]pyrimidine